([1,1-difluoropropan-2-yl]oxy)-4-[3-(2-hydroxypropan-2-yl)-4-methyl-5-oxo-4,5-dihydro-1H-1,2,4-triazol-1-yl]benzamide FC(C(C)OC1=C(C(=O)N)C=CC(=C1)N1N=C(N(C1=O)C)C(C)(C)O)F